5-isopropyl-4,9-dimethoxy-8-(3-methoxypropoxy)-2-oxo-1,2,5,6-tetrahydrobenzo[h]quinoline-3-carboxylic acid C(C)(C)C1C=2C(=C(C(NC2C2=C(C1)C=C(C(=C2)OC)OCCCOC)=O)C(=O)O)OC